[5-ethoxy-2-[(1-tetrahydropyran-2-yloxycyclopropyl)methyl]pyrazol-3-yl]methanol C(C)OC=1C=C(N(N1)CC1(CC1)OC1OCCCC1)CO